OC1=CC=C(C=C1)C(=C(CC)C1=CC=CC=C1)C1=CC=C(C=C1)N1CCC(CC1)CNC(OC(C)(C)C)=O tert-butyl ((1-(4-(1-(4-hydroxyphenyl)-2-phenylbut-1-en-1-yl)phenyl)piperidin-4-yl)methyl)carbamate